NC(CSCCOC1=C(C(=O)N)C=CC(=C1)C(=O)N)C(=O)NN 2-(2-(2-amino-3-hydrazino-3-oxopropyl)thioethoxy)terephthalamide